FC1(CN(CC1)C1=NC(=CC(=N1)C=1OC(=NN1)C1=C(C=C(C=C1)I)N1CCC2(CC2)CC1)C)F 2-(2-(3,3-difluoropyrrolidin-1-yl)-6-methylpyrimidin-4-yl)-5-(4-iodo-2-(6-azaspiro[2.5]octan-6-yl)phenyl)-1,3,4-oxadiazole